2,3,4-tri-O-acetyl-beta-D-glucuronic acid methyl ester CC(=O)O[C@H]1[C@@H]([C@H](O[C@H]([C@@H]1OC(=O)C)O)C(=O)OC)OC(=O)C